BrC1=CC(=C(C=C1)C(/C=C/C(=O)OCC)=O)Cl Ethyl (2E)-4-(4-bromo-2-chlorophenyl)-4-oxobut-2-enoate